2-aminoethyl (S)-2-(4-((4'-(1,1,1,3,3,3-hexafluoro-2-hydroxypropan-2-yl)-2-methyl-[1,1'-biphenyl]-4-yl)methyl)-1-(pyridin-4-ylmethyl)piperazin-2-yl)acetate FC(C(C(F)(F)F)(O)C1=CC=C(C=C1)C1=C(C=C(C=C1)CN1C[C@@H](N(CC1)CC1=CC=NC=C1)CC(=O)OCCN)C)(F)F